NCC1(CCN(CC1)C1=CC(N(C(=N1)C(F)F)C1=C(C(=CC=C1)Cl)Cl)=O)C 6-[4-(aminomethyl)-4-methylpiperidin-1-yl]-3-(2,3-dichlorophenyl)-2-(difluoromethyl)-3,4-dihydropyrimidin-4-one